N-(4-((1-acetylpiperidin-4-yl)amino)-3-cyanophenyl)-N-(4-fluorobenzyl)propanesulfonamide C(C)(=O)N1CCC(CC1)NC1=C(C=C(C=C1)N(S(=O)(=O)CCC)CC1=CC=C(C=C1)F)C#N